ClC=1C(=NC(=NC1OC)N1C[C@@H](O[C@@H](C1)C)C)OC (2S,6R)-4-(5-chloro-4,6-dimethoxypyrimidin-2-yl)-2,6-dimethylmorpholine